ClC1=NC(=NC(=C1CC=O)Cl)C 2-(4,6-dichloro-2-methylpyrimidin-5-yl)acetaldehyde